C1(CC1)COC1=CC(=C2C(NC(=NC2=C1)CSC1CCC(CC1)O)=O)F 7-(cyclopropylmethoxy)-5-fluoro-2-((((1r,4r)-4-hydroxycyclohexyl)thio)methyl)quinazolin-4(3H)-one